(1S,2R)-2-((5-chloro-2-((4-(4-methylpiperazin-1-yl)-2-(trifluoromethyl)phenyl)amino)-pyrimidin-4-yl)amino)cyclohexane-1-carboxamide ClC=1C(=NC(=NC1)NC1=C(C=C(C=C1)N1CCN(CC1)C)C(F)(F)F)N[C@H]1[C@H](CCCC1)C(=O)N